3,4-difluoro-2-((phenylseleno)methyl)benzoic acid FC=1C(=C(C(=O)O)C=CC1F)C[Se]C1=CC=CC=C1